C(CCCCCCC)N(C1=NC(=NC(=N1)SCCCCCCCC)NCCC[Si](OCC)(OCC)OCC)CCCCCCCC 2-dioctylamino-4-octylthio-6-(3-triethoxysilylpropyl)amino-1,3,5-triazine